methyl 1-(bromomethyl)cyclopropanecarboxylate BrCC1(CC1)C(=O)OC